5-(8-((1S,2S)-2-(quinolin-4-yl)cyclopropyl)imidazo[1,2-b]pyridazin-6-yl)pyrimidine-2,4(1H,3H)-dione N1=CC=C(C2=CC=CC=C12)[C@@H]1[C@H](C1)C=1C=2N(N=C(C1)C=1C(NC(NC1)=O)=O)C=CN2